((Piperazin-1,4-diylbis(ethan-2,1-diyl))bis(azantriyl))tetrakis(butan-4,1-diyl)tetrakis(2-octyldodecanoat) N1(CCN(CC1)CCN(CCCCC(C(=O)[O-])(CCCCCCCCCC)CCCCCCCC)CCCCC(C(=O)[O-])(CCCCCCCCCC)CCCCCCCC)CCN(CCCCC(C(=O)[O-])(CCCCCCCCCC)CCCCCCCC)CCCCC(C(=O)[O-])(CCCCCCCCCC)CCCCCCCC